ClC=1C=C(OC2=C3CCC(C3=C(C=C2)SC(F)(F)F)=O)C=C(C1)F 4-(3-chloro-5-fluoro-phenoxy)-7-(trifluoromethylsulfanyl)-indan-1-one